[C-]#N.C[SiH](C)C trismethylsilane cyanide